(S)-8-chloro-4-((5,6-difluoropyridin-3-yl)amino)-6-(((1-methyl-1H-pyrazol-5-yl)(1H-1,2,3-triazol-4-yl)methyl)amino)quinoline-3-carbonitrile ClC=1C=C(C=C2C(=C(C=NC12)C#N)NC=1C=NC(=C(C1)F)F)N[C@H](C=1N=NNC1)C1=CC=NN1C